ClC1=CC=C(C=C1)SCC(=O)NC1=CC(=CC=C1)C=1OC=2C(=NC=CC2)N1 2-((4-chlorophenyl)thio)-N-(3-(oxazolo[4,5-b]pyridin-2-yl)phenyl)acetamide